2-methyl-N-[(1R)-1-[3-(2-cyclopropyl-4-pyridyl)isoxazol-5-yl]ethyl]-5-(trifluoromethyl)pyrazole-3-carboxamide CN1N=C(C=C1C(=O)N[C@H](C)C1=CC(=NO1)C1=CC(=NC=C1)C1CC1)C(F)(F)F